O=C1N(CCC2=CC=CC=C12)C=1SC2=C(N1)C=C(C(=C2)N2C(C1=CC=CC=C1CC2)=O)C(=O)OC methyl (1-oxo-3,4-dihydroisoquinolin-2-yl)-6-(1-oxo-3,4-dihydroisoquinolin-2-yl)-1,3-benzothiazole-5-carboxylate